(2R,3R)-3-azido-2-(2,4-difluorophenyl)-1-(1H-1,2,4-triazol-1-yl)butan-2-ol N(=[N+]=[N-])[C@@H]([C@@](CN1N=CN=C1)(O)C1=C(C=C(C=C1)F)F)C